1-(pyridin-2-yl)-3-(4-(trifluoromethyl)phenyl)-1H-pyrazol-ol N1=C(C=CC=C1)N1NC(C=C1)(O)C1=CC=C(C=C1)C(F)(F)F